CN1CCN(CC1)C=1C=CC=2N(C1)C(=CN2)C(=O)OC Methyl 6-(4-methylpiperazin-1-yl)imidazo[1,2-a]pyridine-3-carboxylate